1,4-diiodophenylbenzene IC1(CC=C(C=C1)I)C1=CC=CC=C1